CCCCCCCCCCCCCCCCCCCCCCCC[C@H]([C@@H](CCCCCCCCCCCCCCCCCC1CC1CCCCCCCCCCC2CC2CCCCCCCCCCCCCCCCCCC)O)C(=O)[O-] The molecule is a C79 alpha-mycolate having a C53 meromycolic chain with two cis cyclopropyl functions and a saturated C26 alpha-branch. It is produced by Mycobacterium tuberculosis H37Ra. It has a role as a bacterial metabolite. It is an an alpha-mycolic acid and a hydroxy fatty acid anion. It is a conjugate base of a (2R)-2-[(1R)-1-hydroxy-18-{2-[10-(2-nonadecylcyclopropyl)decyl]cyclopropyl}octadecyl]hexacosanoic acid.